C1CC12NCCN(C2)C(=O)N 4,7-diazaspiro[2.5]octane-7-carboxamide